BrC1=C(C=C(C=C1)S(=O)(=O)N1CC2C(C1)CCC2)Cl 2-((4-bromo-3-chlorophenyl)sulfonyl)octahydrocyclopenta[c]Pyrrole